CC(C=O)C=1C=C(C=CC1)C(C(=O)O)C 2-[3-(1-methyl-2-oxo-ethyl)phenyl]propanoic acid